C(C)(C)(C)C1=C(C(=C(C=C1)C)I)C 4-tert-butyl-2-iodo-1,3-dimethylbenzene